NC=1N(N=C2C1N=C(C=C2C(=O)OC)Cl)COCC[Si](C)(C)C methyl 3-amino-5-chloro-2-((2-(trimethylsilyl) ethoxy) methyl)-2H-pyrazolo[4,3-b]pyridine-7-carboxylate